C(C)OC(CCC1=CC=CC(=N1)N1[C@H]2CN([C@@H](C1)C2)C(=O)OC(C)(C)C)=O tert-butyl (1R,4R)-5-[6-(3-ethoxy-3-oxo-propyl)-2-pyridyl]-2,5-diazabicyclo[2.2.1]heptane-2-carboxylate